tert-butyl (2-((4-(1-((tert-butoxycarbonyl)amino)cyclopropyl)butan-2-yl)oxy)pyridin-4-yl)(1-(tert-butyl)-3-((1S,3R)-3-hydroxycyclopentyl)-1H-pyrazol-5-yl)carbamate C(C)(C)(C)OC(=O)NC1(CC1)CCC(C)OC1=NC=CC(=C1)N(C(OC(C)(C)C)=O)C1=CC(=NN1C(C)(C)C)[C@@H]1C[C@@H](CC1)O